5,10-diethyltetradecane-7,8-dione C(C)C(CCCC)CC(C(CC(CCCC)CC)=O)=O